N1C(=CC=C1)C=O pyrrole-carbaldehyde